methyl 3-(9-((4-(((tert-butoxycarbonyl)amino)methyl)-2,6-dimethylphenyl)carbamoyl)-4,5-dihydrobenzo[b]thieno[2,3-d]oxepin-8-yl)-6-(tert-butylcarbamoyl)picolinate C(C)(C)(C)OC(=O)NCC1=CC(=C(C(=C1)C)NC(=O)C1=CC2=C(OCCC3=C2SC=C3)C=C1C=1C(=NC(=CC1)C(NC(C)(C)C)=O)C(=O)OC)C